5-({2-[4-{5-chloro-2-[4-(difluoromethyl)-1H-1,2,3-triazol-1-yl]phenyl}-5-methoxy-2-oxopyridin-1(2H)-yl]hexanoyl}amino)pyridine-2-carboxamide ClC=1C=CC(=C(C1)C1=CC(N(C=C1OC)C(C(=O)NC=1C=CC(=NC1)C(=O)N)CCCC)=O)N1N=NC(=C1)C(F)F